Phospho-lysine P(=O)(O)(O)N[C@@H](CCCCN)C(=O)O